C(C=C)(=O)OCC(ON1C(CCCC1(C)C)(C)C)C1=CC=CC=C1 acryloyloxy-2-phenyl-2-(2,2,6,6-tetramethyl-1-piperidinyloxy)ethane